[Si](C)(C)(C(C)(C)C)OCC=1C=C(C(=C2C=CN=CC12)C(C(=O)OCC)=O)F ethyl 2-(8-(((tert-butyldimethylsilyl)oxy)methyl)-6-fluoroisoquinolin-5-yl)-2-oxoacetate